2-(4-cyclopropyl-6-methoxypyrimidin-5-yl)-4-((4-(1-methyl-4-(trifluoromethyl)-1H-imidazol-2-yl)benzyl)oxy)-5H-pyrrolo[3,2-d]pyrimidine C1(CC1)C1=NC=NC(=C1C=1N=C(C2=C(N1)C=CN2)OCC2=CC=C(C=C2)C=2N(C=C(N2)C(F)(F)F)C)OC